BrC=1C2(C3=CC4=C(OCCO4)C=C3C1)CCC1(CC2)NC(NC1=O)=O 7''-bromo-2'',3''-dihydrodispiro[imidazolidine-4,1'-cyclohexane-4',6''-indeno[5,6-b][1,4]dioxine]-2,5-dione